tert-butyl (R)-(1-(2-chloro-4-(2-(cyclopropanecarboxamido)pyridin-4-yl)phenyl)ethyl)carbamate ClC1=C(C=CC(=C1)C1=CC(=NC=C1)NC(=O)C1CC1)[C@@H](C)NC(OC(C)(C)C)=O